N-[4-(3-cyanophenyl)-5-(2,6-dimethyl-4-pyridinyl)thiazol-2-yl]-4-methyl-3-oxo-piperazine-1-carboxamide C(#N)C=1C=C(C=CC1)C=1N=C(SC1C1=CC(=NC(=C1)C)C)NC(=O)N1CC(N(CC1)C)=O